C(C(C)C)(=O)OC=1C(=NC=CC1OC)C(N[C@@H](CC(C)C)C1=NOC(=N1)C1=CC=C(C=C1)F)=O (S)-2-((1-(5-(4-fluorophenyl)-1,2,4-oxadiazol-3-yl)-3-methylbutyl)carbamoyl)-4-methoxypyridin-3-yl isobutyrate